C(CCC)C1(CS(C2=C(N(C1)C1=CC=C(C=C1)F)C=C(C(=C2)O\C=C(\C(=O)OCC)/F)SC)(=O)=O)CCCC Ethyl (Z)-3-((3,3-dibutyl-5-(4-fluorophenyl)-7-(methylthio)-1,1-dioxido-2,3,4,5-tetrahydro-1,5-benzothiazepin-8-yl)oxy)-2-fluoroacrylate